C(CCCCCC(C)C)[NH3+] isononyl-ammonium